tert-butyl (3-(2-(3-(2-bromo-6-methoxypyridin-3-yl)-4-oxo-7-(trifluoromethyl)-3,4-dihydropyrido[4,3-d]pyrimidin-1(2H)-yl)-5-fluorophenyl) propyl)-carbamate BrC1=NC(=CC=C1N1CN(C2=C(C1=O)C=NC(=C2)C(F)(F)F)C2=C(C=C(C=C2)F)CCCNC(OC(C)(C)C)=O)OC